tert-butyl (R)-(2-(4-aminophenyl)-2-hydroxyethyl)carbamate NC1=CC=C(C=C1)[C@H](CNC(OC(C)(C)C)=O)O